FC1=CC=C(C=C1)C(N1C(CN(CC1)C1=C(C(N(C2=CC=C(N=C12)Br)C)=O)C#N)C(=O)N)C1=CC=C(C=C1)F 1-(Bis(4-fluorophenyl)methyl)-4-(6-bromo-3-cyano-1-methyl-2-oxo-1,2-dihydro-1,5-naphthyridin-4-yl)piperazin-2-carboxamid